Alloxan monohydrat O.N1C(=O)NC(=O)C(=O)C1=O